COC(C1=C(C(=C(C=C1F)Br)N)C)=O 3-amino-4-bromo-6-fluoro-2-methylbenzoic acid methyl ester